[Rh]=O Rhodium oxid